FC(C1CCC(CO1)NC([O-])=O)(F)F [6-(trifluoromethyl)oxan-3-yl]carbamate